BrC=1C(=C2C=NN(C2=CC1)C1OCCCC1)[N+](=O)[O-] 5-bromo-4-nitro-1-(tetrahydro-2H-pyran-2-yl)-1H-indazole